ClC1=CC=C(CN2CCN(CC2)CCCC2OC(C3=CC=CC=C23)=O)C=C1 3-(3-(4-(4-chlorobenzyl)piperazin-1-yl)propyl)-1(3H)-isobenzofuranone